C12C3C(C(C=C1)C2)C(=O)OC3=O 5-norbornene-2,3-dicarboxylic acid anhydride